N,N-dimethyldodecylamine CCCCCCCCCCCCN(C)C